tert-butyl 4-[4-(5-bromo-1,3,4-thiadiazol-2-yl)piperazine-1-carbonyl]piperidine-1-carboxylate BrC1=NN=C(S1)N1CCN(CC1)C(=O)C1CCN(CC1)C(=O)OC(C)(C)C